C(C)(C)N1C(NC2=CC(=CC=C2C1=O)CN1CCN(CC1)C=1C=CC(=NC1F)C(=O)NC)=O 5-(4-((3-isopropyl-2,4-dioxo-1,2,3,4-tetrahydroquinazolin-7-yl)methyl)piperazin-1-yl)-6-fluoro-N-methylpyridinecarboxamide